(2-fluoro-6-(trifluoromethyl)benzyl)-2-(thiazol-5-yl)thieno[3,2-d]pyrimidine-4-carboxamide FC1=C(CC2=CC=3N=C(N=C(C3S2)C(=O)N)C2=CN=CS2)C(=CC=C1)C(F)(F)F